N1=CC=C(C=C1)C1=C(C=CC=C1)N(C1=C(C=CC=C1)C1=CC=NC=C1)C1=C(C=CC=C1)C1=CC=NC=C1 tri-(4-pyridyl-phenyl)amine